3-(5-(((1R,2S)-2-(ethylamino)cyclohexyl)amino)-1-oxoisoindolin-2-yl)piperidine-2,6-dione C(C)N[C@@H]1[C@@H](CCCC1)NC=1C=C2CN(C(C2=CC1)=O)C1C(NC(CC1)=O)=O